4-(5-(4,4-difluoropiperidine-1-carbonyl)-1H-pyrazolo[3,4-b]pyridin-1-yl)benzoic acid FC1(CCN(CC1)C(=O)C=1C=C2C(=NC1)N(N=C2)C2=CC=C(C(=O)O)C=C2)F